FC1=NC=CC=C1C1=NOC(C1)(C(=O)NCC1=CC=C(C=C1)OC)CCO 3-(2-fluoro-3-pyridyl)-5-(2-hydroxyethyl)-N-[(4-methoxyphenyl)methyl]-4H-isoxazole-5-carboxamide